FC([C@H](C)O)(F)C=1C=C(C=CC1)[C@@H](C)NC=1C2=C(N=CN1)N=C(C(=C2)C2(CC2)C#N)OC 1-(4-(((R)-1-(3-((S)-1,1-difluoro-2-hydroxypropyl)phenyl)ethyl)amino)-7-methoxypyrido[2,3-d]pyrimidin-6-yl)cyclopropane-1-carbonitrile